COC(C=1C2=CC=CC=C2C=C2C=CC=CC12)OC 9-(dimethoxymethyl)anthracene